1-[4-[2-(2,4-Difluorophenyl)-2-hydroxy-3-(1,2,4-triazol-1-yl)propoxy]phenyl]-3-(4-methylphenyl)prop-2-en-1-one FC1=C(C=CC(=C1)F)C(COC1=CC=C(C=C1)C(C=CC1=CC=C(C=C1)C)=O)(CN1N=CN=C1)O